C(C)N1C2=NC(=NC(=C2N=C1)N1CCOCC1)C1=CC(=CC=C1)C1=NN(C=C1)C 4-(9-ethyl-2-(3-(1-methyl-1H-pyrazol-3-yl)phenyl)-9H-purin-6-yl)morpholine